N-(5-(4-(4-propenoylpiperazin-1-yl)-2-hydroxyquinazolin-6-yl)-2-methoxypyridin-3-yl)-2,4-difluorobenzenesulfonamide C(C=C)(=O)N1CCN(CC1)C1=NC(=NC2=CC=C(C=C12)C=1C=C(C(=NC1)OC)NS(=O)(=O)C1=C(C=C(C=C1)F)F)O